C(C)OC(=O)N1C2CN(CC1CC2)CC2=C(N=C1N2C=CC=C1)C1=CC=C(C=C1)Cl Ethyl-3-{[2-(4-chlorophenyl)imidazo[1,2-a]pyridin-3-yl]methyl}-3,8-diazabicyclo[3.2.1]octan-8-carboxylat